tin nitrate hydrate O.[N+](=O)([O-])[O-].[Sn+4].[N+](=O)([O-])[O-].[N+](=O)([O-])[O-].[N+](=O)([O-])[O-]